COC=1C=C2C(=CC=NC2=CC1OC)OC1=C(C=C(C=C1F)C1=NC=CC(=C1C(=O)N)OC)F {4-[(6,7-dimethoxyquinolin-4-yl)oxy]-3,5-difluorophenyl}-4-methoxypyridine-3-carboxamide